2,2-dimethylspiro[cyclopropane-1,3'-pyrrolo[2,3-b]pyridin]-2'(1'H)-one CC1(CC12C(NC1=NC=CC=C12)=O)C